N-(cis-1,2-dimethylpiperidin-4-yl)-3-(4-fluorobenzyl)pyrazin-2-amine CN1[C@H](C[C@H](CC1)NC1=NC=CN=C1CC1=CC=C(C=C1)F)C